N-isopropyltert-butylamine C(C)(C)NC(C)(C)C